C1(CCCCC1)ON1C(CC(CC1(C)C)N(CCCC)C1=NC(=NC(=N1)N(C1CC(N(C(C1)(C)C)OC1CCCCC1)(C)C)CCCC)NCCO)(C)C 2,4-bis[N-(1-cyclohexyloxy-2,2,6,6-tetramethylpiperidine-4-yl)-N-butylamino]-6-(2-hydroxy-ethyl)amino-1,3,5-triazine